NC1=CC=C(C=N1)C=1C=2C3=C(NC2C(=C(C1)Cl)Cl)CCN([C@H]3C)C(=O)C3=NC=C(C=N3)OC (S)-(9-(6-aminopyridin-3-yl)-6,7-dichloro-1-methyl-1,3,4,5-tetrahydro-2H-pyrido[4,3-b]indol-2-yl)(5-methoxypyrimidin-2-yl)methanone